C(C)C(C(C)(C)C)(CC)O 3-Ethyl-2,2-dimethyl-3-pentanol